N-(6-((4-(aminomethyl)thiazol-2-yl)oxy)-4-methoxybenzo[d]isoxazol-3-yl)-5-ethyl-2-methoxybenzenesulfonamide hydrochloride Cl.NCC=1N=C(SC1)OC1=CC2=C(C(=NO2)NS(=O)(=O)C2=C(C=CC(=C2)CC)OC)C(=C1)OC